C(#N)C=1C(=CC(=NC1)C1=CC=C(C(=O)O)C=C1)C 4-(5-cyano-4-methylpyridin-2-yl)benzoic acid